CC1(C2(CCC(C1)C2)C)C trimethylbicyclo[2.2.1]heptan